N1CC(C1)CN1C(C(N(C2=CC=C(C=C12)Cl)C1=C(C=CC=C1C)C(C)C)=O)=O 1-(azetidin-3-ylmethyl)-7-chloro-4-(2-isopropyl-6-methylphenyl)-1,4-dihydroquinoxaline-2,3-dione